N1C=CC2=CC=C(C=C12)S(=O)(=O)N1C[C@H]2CCC[C@@H](C1)N2C2=CC=C(C=C2)O 4-((1R,5S)-3-((1H-indol-6-yl)sulfonyl)-3,9-diazabicyclo[3.3.1]nonan-9-yl)phenol